FC=1C=CC(=C(CN2C(C=3N(CC2)C=C(C3)C3=NC(=NC=C3C)NC3=CC=CC=C3)=O)C1)CO 2-(5-fluoro-2-(hydroxymethyl)benzyl)-7-(5-methyl-2-(phenylamino)pyrimidin-4-yl)-3,4-dihydropyrrolo[1,2-a]pyrazin-1(2H)-one